CN1N=CC(=C1C)C=1C=NN2C1C=C(C=C2)C2=CC(=CO2)C(=O)OC methyl 5-[3-(1,5-dimethylpyrazol-4-yl)pyrazolo[1,5-a]pyridin-5-yl]furan-3-carboxylate